oxoxazolidine O1ONCC1